ethyl o-anisate CCOC(=O)C1=CC=CC=C1OC